N[C@@H]1C2=CC=CC=C2CC12CCN(CC2)C=2NC(C1=C(N2)NN=C1C1(CC1)C1=CC(=NC=C1)N1CCOCC1)=O (S)-6-(1-amino-1,3-dihydrospiro[indene-2,4'-piperidin]-1'-yl)-3-(1-(2-morpholinopyridin-4-yl)cyclopropyl)-1,5-dihydro-4H-pyrazolo[3,4-d]pyrimidin-4-one